6-isopropyl-2-(5-methylpyridin-2-yl)-3-oxo-2,3-dihydropyridazine-4-carboxylate C(C)(C)C=1C=C(C(N(N1)C1=NC=C(C=C1)C)=O)C(=O)[O-]